2-(4H-pyrrolo[3,2-d]thiazol-6-yl)acetic acid N1=CSC2=C1C(=CN2)CC(=O)O